(Z)-2-(4H-chromon-3-ylmethylene)-6-hydroxybenzofuran-3(2H)-one O1C=C(C(C2=CC=CC=C12)=O)\C=C\1/OC2=C(C1=O)C=CC(=C2)O